CC1(OB(OC1(C)C)C1=C(C=CC=C1)C(CCC)=O)C 1-[o-(4,4,5,5-tetramethyl-1,3,2-dioxaborolan-2-yl)phenyl]-1-butanone